(R)-N-(5-chloro-3-((3,5-dimethyl-4-oxo-3,4-dihydroquinazolin-6-yl)amino)-2-fluorophenyl)-3-fluoropyrrolidine-1-sulfonamide ClC=1C=C(C(=C(C1)NS(=O)(=O)N1C[C@@H](CC1)F)F)NC=1C(=C2C(N(C=NC2=CC1)C)=O)C